CC1CC2N(C(C1)C2)C(=O)NC2=NC=C(C(=C2)C=2N=NC=CC2)C cis-3-methyl-N-(5-methyl-4-(pyridazin-3-yl)pyridin-2-yl)-6-azabicyclo[3.1.1]heptane-6-carboxamide